CN1C(C(=C(C2=CC(=CC=C12)CC1COC1)N1CCC(CC1)(C=1OC2=C(N1)C=C(C=C2)C)C)C#N)=O 1-Methyl-4-[4-methyl-4-(5-methyl-1,3-benzoxazol-2-yl)piperidin-1-yl]-6-[(oxetan-3-yl)methyl]-2-oxo-1,2-dihydro-quinoline-3-carbonitrile